(3'-chloro-5'-methyl-[1,1'-biphenyl]-3,5-diyl)dimethanol ClC=1C=C(C=C(C1)C)C1=CC(=CC(=C1)CO)CO